CC=1N=C(C2=C(N1)SC1=C2CCCC1)C=1CCN(CC1)CC=1C=C2CN(C(C2=CC1)=O)C1C(NC(CC1)=O)=O 3-(5-((4-(2-methyl-5,6,7,8-tetrahydrobenzo[4,5]thieno[2,3-d]pyrimidin-4-yl)-3,6-dihydropyridin-1(2H)-yl)methyl)-1-oxoisoindolin-2-yl)piperidine-2,6-dione